BrC=1C(=CC(=C(C1)NC(OCC)=O)F)C Ethyl (5-bromo-2-fluoro-4-methylphenyl)carbamate